N-(4-bromobenzo[d]isoxazol-3-yl)-N-((2,4-dimethoxybenzyl)oxy)-5-ethyl-2-methoxybenzenesulfonamide BrC1=CC=CC2=C1C(=NO2)N(S(=O)(=O)C2=C(C=CC(=C2)CC)OC)OCC2=C(C=C(C=C2)OC)OC